ethyl (Z)-2-ethoxymethylene-4,4-difluoro-3-oxobutyrate C(C)O\C=C(/C(=O)OCC)\C(C(F)F)=O